3-ethylthio-5-isopropyl-1H-1,2,4-triazole C(C)SC1=NNC(=N1)C(C)C